COC1=C(C=CC=C1)C1C(C(C1)C1=C(C=CC=C1)OC)C(=O)O 2,4-di(2-methoxyphenyl)cyclobutane-1-carboxylic acid